N4-(5-(N-hydroxyacetamido)pentyl)succinamide tert-butyl-3-fluoro-4-[1-[1-[(4-methoxyphenyl)methyl]-2,6-dioxo-3-piperidyl]-3-methyl-2-oxo-benzimidazol-4-yl]piperidine-1-carboxylate C(C)(C)(C)OC(=O)N1CC(C(CC1)C1=CC=CC=2N(C(N(C21)C)=O)C2C(N(C(CC2)=O)CC2=CC=C(C=C2)OC)=O)F.ON(C(C)=O)CCCCCNC(CCC(=O)N)=O